5-(5-Chloro-2,4-dihydroxy-phenyl)-4-[3-(4-methyl-piperazin-1-yl)-phenyl]-isoxazole-3-carboxylic Acid Ethylamide C(C)NC(=O)C1=NOC(=C1C1=CC(=CC=C1)N1CCN(CC1)C)C1=C(C=C(C(=C1)Cl)O)O